CC1=NC(=NC(=C1)C)NC(=O)NS(=O)(=O)C1=C(C(=O)OC2COC2)C=CC=C1 3-oxetanyl 2-[[[[(4,6-dimethyl-2-pyrimidinyl)amino]carbonyl]amino]sulfonyl]-benzoate